(1R,2R,3aS,10aR)-5-fluoro-1-[(1E,3ξ,4ξ)-4-(4-fluoro-2-methylphenyl)-3-hydroxy-1-penten-1-yl]-2-hydroxy-2,3,3a,9,10,10a-hexahydro-1H-benzo[b]cyclopenta[f]oxepin-6-carboxylic acid FC1=C(C=CC2=C1O[C@@H]1[C@H](CC2)[C@H]([C@@H](C1)O)\C=C\C(C(C)C1=C(C=C(C=C1)F)C)O)C(=O)O